BrC1=C(C=CC(=C1)Cl)C1=NC(=NO1)C 5-(2-bromo-4-chlorophenyl)-3-methyl-1,2,4-oxadiazole